3'-O-amino-2'-deoxyguanosine-5'-triphosphate P(O)(=O)(OP(=O)(O)OP(=O)(O)O)OC[C@@H]1[C@H](C[C@@H](O1)N1C=NC=2C(=O)NC(N)=NC12)ON